C(#N)/C(/C(=O)NC1=CC(=C(C=C1)C(F)(F)F)C)=C(/O)\C1CC1 (Z)-2-cyano-3-cyclopropyl-3-hydroxy-N-(3-methyl-4-(trifluoromethyl)phenyl)prop-2-enamide